2,2'-isobutylidene-bis-(4,6-dimethyl-phenol) C(C(C)C)(C1=C(C(=CC(=C1)C)C)O)C1=C(C(=CC(=C1)C)C)O